ClC1=CC(=C(C=N1)C1=CC=C(C=N1)CCNC(OC(C)(C)C)=O)OC=1N(N=C(C1)C1=CC=CC=C1)C tert-Butyl N-[2-[6-[6-chloro-4-(2-methyl-5-phenylpyrazol-3-yl)oxypyridin-3-yl]pyridin-3-yl]ethyl]carbamate